NC=1C=NC(=C(C1)C1=CC=C(C=C1)F)C=1C=CC=2N(C1)C(=CN2)C 3-amino-5-(4-fluorophenyl)-6-[3-methylimidazo[1,2-a]Pyridin-6-yl]Pyridine